N-[[(4,6-dimethoxy-2-pyrimidinyl)amino]-carbonyl]-3-(2,2,2-trifluoroethoxy)-2-pyridinesulfonamide COC1=NC(=NC(=C1)OC)NC(=O)NS(=O)(=O)C1=NC=CC=C1OCC(F)(F)F